(S)-1-(2-(1-(4-((3,4-difluorophenoxy)methyl)phenyl)-8-methylimidazo[1,5-a]pyrazin-3-yl)piperidin-1-yl)prop-2-en-1-one FC=1C=C(OCC2=CC=C(C=C2)C=2N=C(N3C2C(=NC=C3)C)[C@H]3N(CCCC3)C(C=C)=O)C=CC1F